bromo-3,3-difluoropropionate BrC(C(=O)[O-])C(F)F